C12COCC2C1CO 3-oxabicyclo[3.1.0]hexan-6-ylmethanol